C1(=CC=CC=C1)C(C1=CC=CC=C1)=NC1=CC(=C(CC=2C=C(C(N(N2)CC2=CC=C(C=C2)OC)=O)C2C(CCC2)C)C(=C1)C)C 6-(4-((diphenylmethylene)amino)-2,6-dimethylbenzyl)-2-(4-methoxybenzyl)-4-(2-methylcyclopentyl)pyridazin-3(2H)-one